3,3,5-trimethyl-cyclohexylsalicylate CC1(CC(CC(C1)C)OC=1C(C(=O)[O-])=CC=CC1)C